C(C)(C)(C)OC(=O)N1CCN(CC1)C1=CC=C(C=C1)NC(=O)C1=NNC=C1[N+](=O)[O-] 4-(4-(4-Nitro-1H-pyrazole-3-carboxamido)phenyl)piperazine-1-carboxylic acid tert-butyl ester